CC(C)[C@@H]1C[C@H]([C@H]2[C@]1(CC[C@@]3([C@@]2(CC=C4C3=CC[C@@H]5[C@@]4(CC[C@@H](C5(C)C)O)C)C)C)C)O The molecule is a pentacyclic triterpenoid of the class of arborinane-type terpenoids isolated from the roots of Rubia yunnanensis. It has a role as a metabolite, an antineoplastic agent and a plant metabolite. It is a pentacyclic triterpenoid and a diol.